CC1=CC(=NC=C1)NC1=CC=C(N=N1)C(=O)N 6-((4-methylpyridin-2-yl)amino)pyridazine-3-carboxamide